tert-Butyl (4R)-4-fluoro-2-(2-(oxiran-2-yl)ethyl)pyrrolidine-1-carboxylate F[C@@H]1CC(N(C1)C(=O)OC(C)(C)C)CCC1OC1